N[C@H]1CN(CCC1)C(=S)C1=CC2=C(N(C(=N2)C=2N(C3=CC=CC=C3C2)CC)C)C=C1 (R)-(3-Aminopiperidin-1-yl)(2-(1-ethyl-1H-indol-2-yl)-1-methyl-1H-benzo[d]imidazol-5-yl)methanthion